BrC1=C(C(=CC=C1)[N+](=O)[O-])S(=O)(=O)NCC(=O)OC Methyl 2-(2-bromo-6-nitrobenzenesulfonamido)acetate